FC(OC1=C(C=C(C=C1)SC(C)C)C1=NN(C=C1NC(=O)C=1C=NN2C1N=CC=C2)CC(=O)N2CCC(CC2)N(C2COC2)CCN2CCOCC2)F N-[3-[2-(difluoromethoxy)-5-isopropylsulfanyl-phenyl]-1-[2-[4-[2-morpholinoethyl(oxetan-3-yl)amino]-1-piperidyl]-2-oxo-ethyl]pyrazol-4-yl]pyrazolo[1,5-a]pyrimidine-3-carboxamide